2-(4-chloro 1-isopropyl-1H-pyrazol-5-yl)-4-(4-(1-ethyl-4-(trifluoromethyl)-1H-imidazol-2-yl)benzyl)-5-oxo-4,5,6,7-tetrahydropyrazolo[1,5-a]pyrimidin-6-yl methanesulfonate CS(=O)(=O)OC1C(N(C=2N(C1)N=C(C2)C2=C(C=NN2C(C)C)Cl)CC2=CC=C(C=C2)C=2N(C=C(N2)C(F)(F)F)CC)=O